Cl.ClC1=C(C=CC(=C1)C)C=1CCCC2=C(C1C1=CC(=C(C=C1)CC1CN(C1)CCCF)F)C=CC(=C2)C(=O)O 8-(2-chloro-4-methylphenyl)-9-(3-fluoro-4-((1-(3-fluoropropyl)azetidin-3-yl)methyl)phenyl)-6,7-dihydro-5H-benzo[7]annulene-3-carboxylic acid hydrochloride